N-(2-hydroxybenzyl)iminodiacetic acid OC1=C(CN(CC(=O)O)CC(=O)O)C=CC=C1